COC=1C=C(CN2C(N3C(C4=C2C=C(C=N4)N4CCOCC4)=NCC3C(C)C)=O)C=C(C1)OC 6-(3,5-dimethoxybenzyl)-8-(morpholin-4-yl)-3-(propan-2-yl)-2,6-dihydroimidazo[1,2-c]pyrido[2,3-e]pyrimidin-5(3H)-one